2-amino-1-(1,3-thiazol-4-yl)ethanone hydrochloride ethyl-5-(1,3-thiazol-4-yl)-1,3-oxazole-4-carboxylate C(C)OC(=O)C=1N=COC1C=1N=CSC1.Cl.NCC(=O)C=1N=CSC1